OC(C(=O)NC1C[N+](CCC1)(C)C)(C1=CC=CC=C1)C1=CC=CC=C1 3-(2-hydroxy-2,2-diphenylacetamido)-1,1-dimethylpiperidin-1-ium